2-(1-(tert-Butoxycarbonyl)piperidin-4-yl)oxazole-5-carboxylic acid ethyl ester C(C)OC(=O)C1=CN=C(O1)C1CCN(CC1)C(=O)OC(C)(C)C